(R) or (S)-1-Ethyl-N'-((1',5',6',7'-tetrahydro-2'H-spiro[cyclopropane-1,3'-dicyclopenta[b,e]pyridin]-8'-yl)carbamoyl)-1H-pyrazole-3-sulfonimidamide C(C)N1N=C(C=C1)[S@@](=O)(N)=NC(NC1=C2C(=NC3=C1CCC3)C3(CC2)CC3)=O |o1:7|